6-[6-fluoro-4-(cis-1-methyl-3,3a,4,5,7,7a-hexahydro-2H-pyrrolo[2,3-c]pyridin-6-yl)-8-(methylamino)-9H-pyrido[2,3-b]indol-3-yl]-1-methyl-4-oxo-1,8-naphthyridine-3-carboxylic acid FC=1C=C2C3=C(NC2=C(C1)NC)N=CC(=C3N3C[C@@H]1[C@H](CC3)CCN1C)C=1C=C3C(C(=CN(C3=NC1)C)C(=O)O)=O